3-(3,5-dichloro-4-(4-hydroxy-3-isopropylbenzyl)phenyl)propionyl chloride ClC=1C=C(C=C(C1CC1=CC(=C(C=C1)O)C(C)C)Cl)CCC(=O)Cl